Cl.N[C@@H](CC#N)C1=CC=C(C=C1)S(=O)(=O)CC (3S)-3-amino-3-(4-(ethylsulfonyl)phenyl)propanenitrile hydrochloride